Cl.C(C=C)OC(C[C@@H](N)CC1=CC=CC=C1)=O L-β-Homophenylalanine allyl ester hydrochloride